C[C@@H](CCC)OC1=NN2C(C(=N1)N)=NC=C2NC2CCNCC2 (S)-2-(pent-2-yloxy)-N7-(piperidin-4-yl)imidazo[2,1-f][1,2,4]triazine-4,7-diamine